sodium mononitroguaiacol [N+](=O)([O-])C1=C(C(=CC=C1)OC)O.[Na]